(+)-1-Benzhydryl-3'-methyl-2'-phenyl-1',7'-dihydrospiro[indoline-3,6'-pyrrolo[3,2-k]phenanthridin]-2-one C(C1=CC=CC=C1)(C1=CC=CC=C1)N1C(C2(NC=3C=CC=CC3C=3C4=C(C=CC23)C(=C(N4)C4=CC=CC=C4)C)C4=CC=CC=C14)=O